BrC=1C(=CC=C2N=CC(=NC12)C=1C=CC(=NC1)N1CCN(CC1)C(=O)OC(C)(C)C)N(C(C1=C(C=CC=C1F)Cl)=O)C tert-butyl 4-(5-(8-bromo-7-(2-chloro-6-fluoro-N-methylbenzamido)quinoxalin-2-yl)pyridin-2-yl)piperazine-1-carboxylate